C(C)NC1=NC=CC(=N1)C1=C(N=CN1CC(F)(F)F)C1=CC=C(C=C1)F N-Ethyl-4-(4-(4-fluorophenyl)-1-(2,2,2-trifluoroethyl)-1H-imidazol-5-yl)pyrimidin-2-amine